C(C1=CC=CC=C1)O[C@H]1[C@@H](SC=2C(=NC=C(C2)Cl)C#N)O[C@@H]([C@@H]([C@@H]1N1N=NC(=C1)C=1SC=CN1)O)CO 5-chloro-2-cyanopyridin-3-yl 2-O-benzyl-3-deoxy-3-[4-(2-thiazolyl)-1H-1,2,3-triazol-1-yl]-1-thio-alpha-D-galactopyranoside